2'-(4-phenyl-6-(4-(4,4,5,5-tetramethyl-1,3,2-dioxaborolan-2-yl)-[1,1'-biphenyl]-2-yl)-1,3,5-triazin-2-yl)-[1,1'-biphenyl]-4-carbonitrile C1(=CC=CC=C1)C1=NC(=NC(=N1)C1=C(C=CC(=C1)B1OC(C(O1)(C)C)(C)C)C1=CC=CC=C1)C1=C(C=CC=C1)C1=CC=C(C=C1)C#N